2-chloro-6-fluorobenzenethiol ClC1=C(C(=CC=C1)F)S